1-(4-(4-(4-amino-5-(3-methoxy-4-(pyridin-2-yloxy)phenyl)-7-methyl-7H-pyrrolo[2,3-d]pyrimidin-6-yl)-1H-pyrazol-1-yl)piperidin-1-yl)prop-2-en-1-one NC=1C2=C(N=CN1)N(C(=C2C2=CC(=C(C=C2)OC2=NC=CC=C2)OC)C=2C=NN(C2)C2CCN(CC2)C(C=C)=O)C